2-(2-(4-butyl-2-methylbenzamido)acetamido)acetic acid C(CCC)C1=CC(=C(C(=O)NCC(=O)NCC(=O)O)C=C1)C